ClC(=C)F 1-chloro-1-fluoroethene